C1(CCCCC1)CCC(=O)NC1=C(C=C(C=C1)NCC1=CC=C(C=C1)C(F)(F)F)N1CCCCC1 3-cyclohexyl-N-(2-(piperidin-1-yl)-4-((4-(trifluoromethyl)benzyl)amino)phenyl)propanamide